Tert-butyl (2-(3-(2-(2,6-dioxopiperidin-3-yl)-1,3-dioxoisoindolin-5-yl)propoxy)ethyl)carbamate O=C1NC(CCC1N1C(C2=CC=C(C=C2C1=O)CCCOCCNC(OC(C)(C)C)=O)=O)=O